(2S)-pyrrolidine-2-carbonitrile N1[C@@H](CCC1)C#N